CN1CCN(CC1)C1=C(C=C(C=C1)NC1=NC=NC(=C1)N1OCC[C@@H]1C1=CC=CC=C1)OCC(F)(F)F (R)-N-(4-(4-methylpiperazin-1-yl)-3-(2,2,2-trifluoroethoxy)phenyl)-6-(3-phenylisoxazolidine-2-yl)pyrimidin-4-amine